FC=1C=C(C=CC1)N1N=CC(=N1)C(=O)O 2-(3-fluorophenyl)-2H-1,2,3-triazoleFormic acid